C1=CC=CC=2C3=CC=CC=C3N(C12)C1=CC=C(C=C1)C=1C(=C(C(=C(C1C1=CC=C(C=C1)N1C2=CC=C(C=C2C=2C=C(C=CC12)C)C)C1=CC=C(C=C1)N1C2=CC=C(C=C2C=2C=C(C=CC12)C)C)C1=CC=C(C=C1)N1C2=CC=C(C=C2C=2C=C(C=CC12)C)C)C#N)C=1SC2=C(N1)C=CC=C2 5'-(4-(9H-carbazol-9-yl)phenyl)-4'-(benzo[d]thiazol-2-yl)-4,4''-bis(3,6-dimethyl-9H-carbazol-9-yl)-6'-(4-(3,6-dimethyl-9H-carbazol-9-yl)phenyl)-[1,1':2',1''-terphenyl]-3'-carbonitrile